methyl 1-((4-(azetidin-3-yl)naphthalen-1-yl)methyl)piperidine-4-carboxylate N1CC(C1)C1=CC=C(C2=CC=CC=C12)CN1CCC(CC1)C(=O)OC